C1(=CC=CC=C1)C1=C2C=C3C=CC=CC3=CC2=CC=C1C1=CC=CC=C1 5,6-diphenyl-anthracene